N2-(3,5-Bis(trifluoromethyl)phenyl)-N6-(2-(2-fluoropyridin-3-yl)phenethyl)pyridine-2,6-dicarboxamide FC(C=1C=C(C=C(C1)C(F)(F)F)NC(=O)C1=NC(=CC=C1)C(=O)NCCC1=C(C=CC=C1)C=1C(=NC=CC1)F)(F)F